ClC1=CC(=C(C=C1)C1(OC2=C(O1)C=CC=C2C2CCN(CC2)CC2=NC1=C(N2CCN(C)C)C=C(C=C1)C(=O)OC)C)F methyl 2-({4-[2-(4-chloro-2-fluorophenyl)-2-methyl-1,3-benzodioxol-4-yl]piperidin-1-yl}methyl)-1-[2-(dimethylamino)ethyl]-1H-benzimidazole-6-carboxylate